[Br-].C(CCCCCCCCCCCCCCCCC)[N+](C)(C)CCCCCCCCCCCCCCCCCC dioctadecyl-(dimethyl)ammonium bromide